tert-butyl (1S,3R)-6,7-dichloro-8-methoxy-1,3-dimethyl-1,3-dihydro-2H-pyrrolo[3,4-c]quinoline-2-carboxylate ClC1=C(C(=CC=2C3=C(C=NC12)[C@H](N([C@H]3C)C(=O)OC(C)(C)C)C)OC)Cl